4-(1-benzyl-1H-pyrazolo[4,3-b]pyridin-6-yl)-3,5-dimethylisoxazole C(C1=CC=CC=C1)N1N=CC2=NC=C(C=C21)C=2C(=NOC2C)C